1-(Pyridin-3-yl)cyclopentane-1-carbonitrile N1=CC(=CC=C1)C1(CCCC1)C#N